2-(4-(methoxymethyl)phenyl)-4,4,5,5-tetramethyl-1,3,2-dioxaborolane COCC1=CC=C(C=C1)B1OC(C(O1)(C)C)(C)C